FC(COC1(C(C(C=C1F)(F)F)(F)F)F)(C(F)F)F 5-(2,2,3,3-tetrafluoropropoxy)-1,3,3,4,4,5-hexafluorocyclopentene